tert-butyl 4-(difluoromethyl)-2-methyl-6,7-dihydrothiazolo[5,4-c]pyridine-5(4H)-carboxylate FC(C1N(CCC2=C1SC(=N2)C)C(=O)OC(C)(C)C)F